C(C1=CC=CC=C1)(=O)N1CCN(CC1)CCN1C(C2=CC=CC=C2C1=O)=O 2-(2-(4-Benzoylpiperazin-1-yl)ethyl)isoindoline-1,3-dione